(1R,6S)-2,2-difluoro-6-{[3-(propan-2-yl)-1,2,4-thiadiazol-5-yl]oxy}cyclohexan-1-amine FC1([C@@H]([C@H](CCC1)OC1=NC(=NS1)C(C)C)N)F